(4-iodo-5-methyl-isothiazol-3-yl)methanol IC=1C(=NSC1C)CO